C(C)C=1C=C2C(=C(C(NC2=CC1)=O)C#N)N1CCC(CC1)(C)OC 6-ethyl-4-(4-methoxy-4-methylpiperidin-1-yl)-2-oxo-1,2-dihydroquinoline-3-carbonitrile